C(C)OC(=O)C=1C=C2N(N1)C(CC2O)C2=CC=CC=C2 4-hydroxy-6-phenyl-5,6-dihydro-4H-pyrrolo[1,2-b]pyrazole-2-carboxylic acid ethyl ester